C1(CCCCC1)C(C(=O)OC)(C)C methyl 2-cyclohexyl-2-methylpropanoate